Cl.C12CN(CC(CNC1)C2)C=2C=CC=1N(C2)N=C(N1)C1=C2C=C(N=CC2=C(N=C1)NC)NC(=O)C1CC1 N-(5-(6-(3,7-diazabicyclo[3.3.1]non-3-yl)-[1,2,4]triazolo[1,5-a]pyridin-2-yl)-8-(methylamino)-2,7-naphthyridin-3-yl)cyclopropanecarboxamide hydrochloride